1-(5-bromo-4-chloro-2-methyl-phenyl)-3-[(1S)-1-(2-pyrimidin-2-yl-1,2,4-triazol-3-yl)ethyl]urea BrC=1C(=CC(=C(C1)NC(=O)N[C@@H](C)C=1N(N=CN1)C1=NC=CC=N1)C)Cl